ClC1=C(C(=C(C(=N1)N1CCN(CC1)C(=O)OC(C)(C)C)C)CC)C#N tert-Butyl 4-(6-chloro-5-cyano-4-ethyl-3-methylpyridin-2-yl)piperazine-1-carboxylate